methyl 2-(bromomethyl)-3-[tert-butyl(dimethyl)silyl]oxybenzoate BrCC1=C(C(=O)OC)C=CC=C1O[Si](C)(C)C(C)(C)C